CN1C=C(C=CC1=O)C1=C(C=NC=C1)C=O 1-methyl-6-oxo-1,6-dihydro-[3,4'-bipyridine]-3'-carbaldehyde